ClC(C(=O)OCCCCCCCCCCCCCCCCCCCC)=C icosyl alpha-chloroacrylate